(R)-(E)-2-(1-Cyclopropyl-2-hydroxy-2-methylpropyl)-7-(2-(6,7-dihydro-5H-cyclopenta[b]pyridin-4-yl)vinyl)isoindolin-1-one C1(CC1)[C@H](C(C)(C)O)N1C(C2=C(C=CC=C2C1)\C=C\C1=C2C(=NC=C1)CCC2)=O